C(C)(C)(C)N(C(=O)OC(C)C=1C=NC(=CC1)OC)C1CCC(CC1)NC=1N=NC(=CC1)N1CCC(CC1)C(C)C 1-(6-Methoxypyridin-3-yl)ethan-1-ol tert-butyl-(4-((6-(4-isopropylpiperidin-1-yl)pyridazin-3-yl)amino)cyclohexyl)carbamate